tert-Butyl 5-bromo-6-nitroindoline-1-carboxylate BrC=1C=C2CCN(C2=CC1[N+](=O)[O-])C(=O)OC(C)(C)C